(2s,6s)-2-((4-bromophenoxy)methyl)-6-(methoxymethyl)-1,4-dioxane BrC1=CC=C(OC[C@H]2O[C@H](COC2)COC)C=C1